ClC=1C(=C(C(=NC1)C)C(=O)C1=C(C(=C(C=C1C)OC)OC)OC)C (5-chloro-2,4-dimethyl-pyridin-3-yl)-(2,3,4-trimethoxy-6-methyl-phenyl)-methanone